C(#N)C=1C=C(C=CC1)C=1C=C(C=2C(=CNC2C1)SC1=CC=C(C=C1)C(F)(F)F)C(=O)NC12CC(C1)(C2)CC(=O)O 2-(3-(6-(3-cyanophenyl)-3-((4-(trifluoromethyl)phenyl)thio)-1H-indole-4-carboxamido)bicyclo[1.1.1]pentan-1-yl)acetic acid